3-[(1,3-dioxoisoindolin-2-yl) methyl]-benzyl 5-ethyl-4-oxo-piperidine-1-carboxylate C(C)C1C(CCN(C1)C(=O)OCC1=CC(=CC=C1)CN1C(C2=CC=CC=C2C1=O)=O)=O